C[Si](C#CC(=O)O)(C)C 3-(trimethylsilyl)prop-2-ynoic acid